C1(CC1)C=1N=NN(C1)[C@H](C(=O)N1[C@@H](C[C@H](C1)O)C(=O)NCC1(CC1)N1N=CN=C1)C(C)(C)C (2S,4R)-1-[(2S)-2-(4-cyclopropyltriazol-1-yl)-3,3-dimethyl-butanoyl]-4-hydroxy-N-[[1-(1,2,4-triazol-1-yl)cyclopropyl]methyl]pyrrolidine-2-carboxamide